2-(3-bromophenyl)-5,6-difluorobenzofuran BrC=1C=C(C=CC1)C=1OC2=C(C1)C=C(C(=C2)F)F